(S)-2-(4-(6-((2-(cyclopropanecarbonyl)isoindolin-5-yl)methoxy)pyridin-2-yl)-2,5-difluorobenzyl)-1-(oxetan-2-ylmethyl)-1H-benzo[d]imidazole-6-carboxylic acid C1(CC1)C(=O)N1CC2=CC=C(C=C2C1)COC1=CC=CC(=N1)C1=CC(=C(CC2=NC3=C(N2C[C@H]2OCC2)C=C(C=C3)C(=O)O)C=C1F)F